3-Acetoxy-cyclobutan-1-one C(C)(=O)OC1CC(C1)=O